tert-Butyl 4-methyl-2H-spiro[furo[2,3-b]pyridine-3,4'-piperidine]-1'-carboxylate CC1=C2C(=NC=C1)OCC21CCN(CC1)C(=O)OC(C)(C)C